C(=O)C1=C([C@H]2[C@H](O)[C@H](O)[C@@H](CO)O2)C(NC(N1)=O)=O 6-Formyl-pseudouridine